ClC=1C=C(C=CC1F)N1CCN(CC1)CC=1C=C(C=CC1C(F)(F)F)N1CCN(CCC1)C 1-(3-((4-(3-chloro-4-fluorophenyl)piperazin-1-yl)methyl)-4-(trifluoromethyl)phenyl)-4-methyl-1,4-diazepane